trans-N1-(5-(3-(2,2-difluoroethyl)-2-methyl-3H-imidazo[4,5-b]pyridin-5-yl)pyrrolo[2,1-f][1,2,4]triazin-2-yl)-N3-methylcyclobutane-1,3-diamine FC(CN1C(=NC=2C1=NC(=CC2)C=2C=CN1N=C(N=CC12)N[C@@H]1C[C@H](C1)NC)C)F